2-(5-bromo-2,3-dihydrospiro[inden-1,4'-piperidin]-1'-yl)acetic acid tert-butyl ester C(C)(C)(C)OC(CN1CCC2(CC1)CCC1=CC(=CC=C12)Br)=O